FC(C1=NN=C(O1)C1=CC(=C(CNC2=CC(=CC=C2)F)C=C1)F)F N-(4-(5-(difluoromethyl)-1,3,4-oxadiazol-2-yl)-2-fluorobenzyl)-3-fluoroaniline